[I-].C[N+](CCC[Si](OCC)(OCC)OCC)(CCCCCCCCCCCCCCCCCCCC)C dimethyleicosyl-[3-(triethoxysilyl)propyl]ammonium iodide